5-(4-Boc-piperazin-1-yl)-2-nitropyridine C(=O)(OC(C)(C)C)N1CCN(CC1)C=1C=CC(=NC1)[N+](=O)[O-]